[18F]CCC(=O)OCC ethyl 3-[18F]fluoropropionate